ClC=1C=CC=C2C(=NNC12)C(=O)N1CCC(CC1)C1=C(C=CC=C1)C(F)(F)F (7-chloro-1H-indazol-3-yl)(4-(2-(trifluoromethyl)phenyl)piperidin-1-yl)methanone